ClC1=CC=C2C(=CNC2=C1)S(=O)(=O)NC1=NC(=C(C(=N1)OC)OC(F)F)OC 6-chloro-N-[5-(difluoromethoxy)-4,6-dimethoxy-pyrimidin-2-yl]-1H-indole-3-sulfonic acid amide